CS(=O)(=O)C=1C=C(C(=O)O)C=CC1C(F)(F)F 3-(methylsulfonyl)-4-(trifluoromethyl)-benzoic acid